CC1=C(C(=NC=C1)C)C1=C(C=NC=C1)C(=O)N dimethyl-[3,4'-bipyridine]-3'-carboxamide